(E)-1-(2-hydroxy-4-methoxy-phenyl)-3-(4-hydroxyphenyl)prop-2-en-1-one OC1=C(C=CC(=C1)OC)C(\C=C\C1=CC=C(C=C1)O)=O